C(C1=CC=CC=C1)OC(CNC(C1=C(C=CC(=C1)C1=CC=NN1C)N)=O)=O (2-amino-5-(1-methyl-1H-pyrazol-5-yl)benzoyl)glycine benzyl ester